5-(3-(2-(1H-indazol-5-yl)ethynyl)phenoxy)-1H-1,2,3-triazole-4-carboxylic acid N1N=CC2=CC(=CC=C12)C#CC=1C=C(OC2=C(N=NN2)C(=O)O)C=CC1